Cl.C[C@@H]1NCC=C1 (S)-2-methyl-2,5-dihydro-1H-pyrrole hydrochloride